(2E)-2-undecanal CC(CCCCCCCCC)=O